[(3S,8R,9R,10S)-9-(4-bromophenyl)-6-[(4-methoxyphenyl)carbamoyl]-10-(trityloxymethyl)-1,6-diazabicyclo[6.2.0]decan-3-yl] acetate C(C)(=O)O[C@@H]1CN2[C@@H]([C@@H]([C@@H]2CN(CC1)C(NC1=CC=C(C=C1)OC)=O)C1=CC=C(C=C1)Br)COC(C1=CC=CC=C1)(C1=CC=CC=C1)C1=CC=CC=C1